O1C2=C(OCC1)C(=CC=C2)NC2=NC=1N(C(=C2)NC)N=CC1NC(=O)NC1C(C1)O 1-(5-((2,3-dihydrobenzo[b][1,4]dioxin-5-yl)amino)-7-(methylamino)pyrazolo[1,5-a]pyrimidin-3-yl)-3-(2-hydroxycyclopropyl)urea